COC([C@@H](CO)NC(=O)OC(C)(C)C)=O (R)-2-tert-Butoxycarbonylamino-3-hydroxy-propionic acid methyl ester